NC1=C2C=NC(=NC2=CC(=C1)N1C(OC[C@@H]1C)=O)NC1=CC=C(C(=O)NC)C=C1 4-({5-amino-7-[(4S)-4-methyl-2-oxo-1,3-oxazolidin-3-yl]quinazolin-2-yl}amino)-N-methylbenzamide